C(CC)C=1C(=NC=CN1)N propylpyrazin-2-amine